1,2-bis(diethoxy(methyl)silyl)ethane C(C)O[Si](CC[Si](C)(OCC)OCC)(C)OCC